7-Chloro-5-(2-hydroxypyridin-3-yl)imidazo[1,2-a]Quinoxaline-4(5H)-on ClC=1C=C2N(C(C=3N(C2=CC1)C=CN3)=O)C=3C(=NC=CC3)O